(2S)-N-[3,5-Bis(trifluoromethyl)-2-pyridyl]-2-(3-methoxy-2-methyl-phenyl)pyrrolidine-1-carboxamide FC(C=1C(=NC=C(C1)C(F)(F)F)NC(=O)N1[C@@H](CCC1)C1=C(C(=CC=C1)OC)C)(F)F